6-chloro-1-(cyclopropylmethyl)-1H-pyrrolo[2,3-b]pyridine ClC1=CC=C2C(=N1)N(C=C2)CC2CC2